2-((2-methoxy-5-(5-methylpyridin-2-yl)phenyl)amino)-1-(4-methoxyindolin-1-yl)ethan-1-one COC1=C(C=C(C=C1)C1=NC=C(C=C1)C)NCC(=O)N1CCC2=C(C=CC=C12)OC